tert-butyl (3R)-3-[[4-(4-chloro-2-methyl-thiazol-5-yl)pyrimidin-2-yl]amino]piperidine-1-carboxylate ClC=1N=C(SC1C1=NC(=NC=C1)N[C@H]1CN(CCC1)C(=O)OC(C)(C)C)C